6-chloro-N-(2,4-difluoro-3-(8-methoxy-2-((1-(pyridin-2-yl)piperidin-4-yl)amino)quinazolin-6-yl)phenyl)-1-hydroxy-2,3-dihydro-1H-indene-4-sulfonamide ClC=1C=C(C=2CCC(C2C1)O)S(=O)(=O)NC1=C(C(=C(C=C1)F)C=1C=C2C=NC(=NC2=C(C1)OC)NC1CCN(CC1)C1=NC=CC=C1)F